di-n-propyl trans-4-cyclohexene-1,2-dicarboxylate [C@@H]1([C@@H](CC=CC1)C(=O)OCCC)C(=O)OCCC